C(CC(C)C)OCC(=O)OCCC(C)C isopentyl 2-(isopentyloxy)acetate